NC=1C=C(C=CC1)NC(=O)N1CCN(CC1)C1=NC=CC=N1 N-(3-aminophenyl)-4-(pyrimidin-2-yl)piperazine-1-carboxamide